1-bromo-3-methyl-1,3-disilacyclohexane Br[SiH]1C[SiH](CCC1)C